O1C(CCC1)OC(=O)C1C2C=CC(C1C(=O)OC1OCCC1)C2 2,3-bis(tetrahydrofurane-2-yloxycarbonyl)-5-norbornene